benzyl (1-(4-(2,4-dioxo-1,3,7-triazaspiro[4.5]decan-7-yl)-7-(8-ethyl-7-fluoro-3-(methoxymethoxy)naphthalen-1-yl)-5,6,7,8-tetrahydropyrido[3,4-d]pyrimidin-2-yl)azetidin-3-yl)carbamate O=C1NC2(C(N1)=O)CN(CCC2)C=2C1=C(N=C(N2)N2CC(C2)NC(OCC2=CC=CC=C2)=O)CN(CC1)C1=CC(=CC2=CC=C(C(=C12)CC)F)OCOC